3-(2,4-dichloro-phenyl)-urea ClC1=C(C=CC(=C1)Cl)NC(N)=O